(+-)-N-(6,7-dihydrobenzo[b]pyrrolo[1,2-d][1,4]oxaazepin-7-yl)-1-(2-fluorobenzyl)-1H-1,2,4-triazole-3-carboxamide C1=CC=CC=2OC[C@@H](C=3N(C21)C=CC3)NC(=O)C3=NN(C=N3)CC3=C(C=CC=C3)F |r|